C(C)(C)(C)C1=C(O)C(=CC(=C1O)C(C)(C)C)C(C)(C)C 2,4,6-tri-t-butyl-resorcinol